(1,3,5,7-Tetraoxo-6-(2-sulfamoylethyl)-3,5,6,7-tetrahydropyrrolo[3,4-f]isoindol-2(1H)-yl)methyl nitrate [N+](=O)(OCN1C(C2=CC=3C(N(C(C3C=C2C1=O)=O)CCS(N)(=O)=O)=O)=O)[O-]